C(C)(=O)N1CCN(CC1)CCCOC1=CC=C(OC2=CC(=CC=3N2C=NC3)C(=O)N)C=C1 5-[4-[3-(4-acetylpiperazin-1-yl)propoxy]phenoxy]imidazo[1,5-a]pyridine-7-carboxamide